S1C2=C(C=C1)C(=CC=C2)C2=C(C=C1C(=NC(=NC1=C2)OCC21CCCN1C[C@@H](C2)F)N2C[C@@H](N(CC2)C(C(=C)F)=O)CC#N)F 2-((2S)-4-(7-(benzo[b]thien-4-yl)-6-fluoro-2-(((2R)-2-fluorotetrahydro-1H-pyrrolizin-7a(5H)-yl)methoxy)quinazolin-4-yl)-1-(2-fluoroacryloyl)piperazin-2-yl)acetonitrile